Rac-3-bromo-7-((tert-butyldimethylsilyl)oxy)-6,7-dihydro-5H-cyclopenta[b]pyridine BrC=1C=C2C(=NC1)[C@@H](CC2)O[Si](C)(C)C(C)(C)C |r|